C1(=CC=CC=C1)C1=C(C(=NC=C1)N1CCOCC1)C1=NC2=C(N1)CCCC2 4-(4-phenyl-3-(4,5,6,7-tetrahydro-1H-benzo[d]imidazol-2-yl)pyridin-2-yl)morpholine